(4-fluoro-3-methyl-phenyl)-[2-(2-pyridyl)-7,8-dihydro-5H-pyrido[4,3-d]pyrimidin-6-yl]methanone tert-butyl-4-(2-chloro-6-pyrrolidin-1-ylpyrimidin-4-yl)piperazine-1-carboxylate C(C)(C)(C)OC(=O)N1CCN(CC1)C1=NC(=NC(=C1)N1CCCC1)Cl.FC1=C(C=C(C=C1)C(=O)N1CC2=C(N=C(N=C2)C2=NC=CC=C2)CC1)C